ClC(=O)C=1C=C(C=CC1)C1=CC(=CC=C1)CC(C(=O)OC(C)(C)C)(C)C tert-butyl 3-(3'-(chlorocarbonyl)-[1,1'-biphenyl]-3-yl)-2,2-dimethylpropionate